COC(=O)C=1N(C=CC1)C1=C(C=C(C=C1)C(=O)OCC)[N+](=O)[O-].FC1=C(C(=O)NC2=CC(=CC=C2)S(N)(=O)=O)C(=CC=C1C(F)(F)F)C1CCOC2=C(C(=CC=C12)F)F 2-fluoro-N-(3-sulfamoylphenyl)-3-(trifluoromethyl)-6-(7,8-difluorochroman-4-yl)benzamide Methyl-1-(4-(ethoxycarbonyl)-2-nitrophenyl)-1H-pyrrole-2-carboxylate